4-(4-aminophenoxy)piperidine-1-carboxylic acid tert-butyl ester C(C)(C)(C)OC(=O)N1CCC(CC1)OC1=CC=C(C=C1)N